Br.BrCC1=NC=C(C=C1F)F 2-(Bromomethyl)-3,5-difluoropyridine hydrobromide